C(C)(=O)CC(C)=O.[Sn+4] tin (IV) acetylacetone